methyl 2-(isocyanatosulfonylmethyl)-benzoate N(=C=O)S(=O)(=O)CC1=C(C(=O)OC)C=CC=C1